(3aS,4R,6aR)-4-(4-chloro-7H-pyrrolo[2,3-d]pyrimidin-7-yl)-2,2-dimethyl-3a,6a-dihydro-4H-cyclopenta[d][1,3]dioxol ClC=1C2=C(N=CN1)N(C=C2)[C@@H]2C=C[C@H]1OC(O[C@H]12)(C)C